6,8-difluoro-N-methylquinazolin-4-amine FC=1C=C2C(=NC=NC2=C(C1)F)NC